CO[C@H]1CN2CCC(C2(C1)CO)=C ((6R)-6-methoxy-1-methylenetetrahydro-1H-pyrrolizin-7a(5H)-yl)methanol